Tert-butyl (6-(((3-bromo-4-methoxy-5-nitrobenzyl)oxy)methyl)-5-fluoropyridin-2-yl)(4-methoxybenzyl)carbamate BrC=1C=C(COCC2=C(C=CC(=N2)N(C(OC(C)(C)C)=O)CC2=CC=C(C=C2)OC)F)C=C(C1OC)[N+](=O)[O-]